[2-(4-fluoro-phenylamino)-5-methyl-pyrimidin-4-ylamino]-3H-benzooxazol-2-one FC1=CC=C(C=C1)NC1=NC=C(C(=N1)NN1C(OC2=C1C=CC=C2)=O)C